FC(CCO)(OC1=CC=C(C=C1)F)F 3,3-difluoro-3-(4-fluorophenoxy)propan-1-ol